3-(4-fluorophenyl)-1-propyl-2,4-dioxo-1,2,3,4-tetrahydropyrimidine-5-carboxamide FC1=CC=C(C=C1)N1C(N(C=C(C1=O)C(=O)N)CCC)=O